OCCOCCN(C(OC(C)(C)C)=O)C tert-Butyl (2-(2-hydroxyethoxy)ethyl)(methyl)carbamate